1-methyl-8-azabicyclo[3.2.1]octane-8-carboxylate CC12CCCC(CC1)N2C(=O)[O-]